CC1=C(C=CC=C1C=1N=CC=C2C=C(C=NC12)CO)C1=C(C(=CC=C1)C=1N=CC=C2C=C(C=NC12)CO)C ((2,2'-dimethyl-[1,1'-biphenyl]-3,3'-diyl)bis(1,7-naphthyridin-8,3-diyl))dimethanol